isotricosanol C(CCCCCCCCCCCCCCCCCCCC(C)C)O